8-((2-chloro-4-methylphenyl)sulfonyl)-1-oxa-8-azaspiro[4.5]decan-3-one ClC1=C(C=CC(=C1)C)S(=O)(=O)N1CCC2(CC(CO2)=O)CC1